(P)-6-(BENZYLTHIO)-1-(5-FLUORO-2-METHOXY-4-(1-(TRIFLUOROMETHYL)CYCLOPROPYL)PHENYL)QUINOLIN-2(1H)-ONE C(C1=CC=CC=C1)SC=1C=C2C=CC(N(C2=CC1)C1=C(C=C(C(=C1)F)C1(CC1)C(F)(F)F)OC)=O